(E)-2-(4-cyclopropyl-2-((triisopropylsilyl)oxy)phenyl)-7-(3-(methylsulfonyl)allyl)-2,3,4,5a,6,7,8,9-octahydro-5H-1,2,5,7-tetraazabenzo[cd]azulene-5-carboxylate C1(CC1)C1=CC(=C(C=C1)N1N=C2CCN(CC3C2=C1CCN3C(=O)[O-])C\C=C\S(=O)(=O)C)O[Si](C(C)C)(C(C)C)C(C)C